ClC=1C=CC2=C(NC(=N2)CCNC2CCC3(CN(C3)C(=O)C3=C(C=C(C=C3)C)O)CC2)C1 {7-[2-(6-chloro-1H-1,3-benzimidazol-2-yl)ethylamino]-2-aza-2-spiro[3.5]nonyl}(3-hydroxy-4-tolyl)methanone